BrC=1C(=NN(C1)CC1=C(C#N)C=CC=C1)Cl 2-((4-bromo-3-chloro-1H-pyrazol-1-yl)methyl)benzonitrile